BrC=1C=C(N(N1)C(C(C1CC1)NC(=O)OC(C)(C)C)C1CC1)C(=O)OC methyl 5-bromo-2-[2-(tert-butoxycarbonylamino)-1,2-dicyclopropyl-ethyl]pyrazole-3-carboxylate